The molecule is a fatty acid methyl ester resulting from the formal condensation of the carboxy group of 13(S)-HPODE with methanol. It derives from a methyl linoleate and a 13(S)-HPODE. CCCCC[C@@H](/C=C/C=C\\CCCCCCCC(=O)OC)OO